O=C1NC(CCC1N1C(C2=CC=C(C=C2C1)CNC(C=O)=O)=O)=O N-((2-(2,6-dioxopiperidin-3-yl)-1-oxoisoindolin-5-yl)methyl)-2-oxoacetamide